3,4-Hexanedion CCC(C(CC)=O)=O